3-(2-chloro-6-methyl-4-pyridyl)-2-(3-cyanophenyl)-N-[rac-(2R)-2-hydroxypropyl]pyrazolo[1,5-a]pyrimidine-5-carboxamide ClC1=NC(=CC(=C1)C=1C(=NN2C1N=C(C=C2)C(=O)NC[C@@H](C)O)C2=CC(=CC=C2)C#N)C |r|